[N+](=O)([O-])C=1C=NN(C1)COCC[Si](C)(C)C 4-nitro-1-((2-(trimethylsilyl)-ethoxy)methyl)-1H-pyrazole